4-((4-aminobicyclo[2.2.1]heptan-1-yl)amino)-N-(4-(4-morpholino-7H-pyrrolo[2,3-d]pyrimidin-6-yl)phenyl)picolinamide NC12CCC(CC1)(C2)NC2=CC(=NC=C2)C(=O)NC2=CC=C(C=C2)C2=CC1=C(N=CN=C1N1CCOCC1)N2